C(C)(=O)OC1O[C@H]([C@H]([C@H]([C@@H]1N=[N+]=[N-])OC(C)=O)OC(C)=O)COC(C)=O (3S,4S,5S,6S)-6-(acetoxymethyl)-3-azidotetrahydro-2H-pyran-2,4,5-triyl triacetate